C(C)(=O)N[C@@H]1[C@H](C[C@@](O[C@H]1[C@@H]([C@@H](CNC(C1=CC(=CC=C1)OC1=CC=CC=C1)=O)O)O)(C(=O)O)OCC1=CC=C(C=C1)OCCC#C)O (2R,4S,5R,6R)-5-acetamido-2-((4-(but-3-yn-1-yloxy)benzyl)oxy)-6-((1R,2R)-1,2-dihydroxy-3-(3-phenoxybenzamido)propyl)-4-hydroxytetrahydro-2H-pyran-2-carboxylic acid